C1=CC=CC=2C3=CC=CC=C3C(C12)COC(=O)N[C@H](C(=O)O)CCCCN1CCC1 (S)-2-((((9H-fluoren-9-yl)methoxy)carbonyl)amino)-6-(azetidin-1-yl)hexanoic acid